C(C)N1C(=NC=C1)CCCS(=O)(=O)O 1-ethylimidazolepropanesulfonic acid